(2-(4-(((3aR,5s,6aS)-2-(cyanomethyl)octahydrocyclopenta[c]pyrrol-5-yl)amino)-1H-pyrrolo[2,3-b]pyridin-5-yl)-4-methylthiazole-5-carbonyl)glycine C(#N)CN1C[C@@H]2[C@H](C1)CC(C2)NC2=C1C(=NC=C2C=2SC(=C(N2)C)C(=O)NCC(=O)O)NC=C1